behenyl behenate (behenyl benzoate) C(CCCCCCCCCCCCCCCCCCCCC)C1=C(C(=O)O)C=CC=C1.C(CCCCCCCCCCCCCCCCCCCCC)(=O)OCCCCCCCCCCCCCCCCCCCCCC